methyl 5-bromo-7-isopropyl-1-methyl-1H-indole-3-carboxylate BrC=1C=C2C(=CN(C2=C(C1)C(C)C)C)C(=O)OC